(4-Ethyl-3-(hydroxymethyl)-5-oxo-4,5-dihydro-1H-1,2,4-triazol-1-yl)-3-fluoro-8-isopropyl-6-(2-methoxyphenyl)-1,6-naphthyridin-5(6H)-one C(C)N1C(=NN(C1=O)C1=NC=2C(=CN(C(C2C=C1F)=O)C1=C(C=CC=C1)OC)C(C)C)CO